(5-cyano-2-(4-(2,4-difluorophenoxy)piperidin-1-yl)pyridin-3-yl)picolinamide C(#N)C=1C=C(C(=NC1)N1CCC(CC1)OC1=C(C=C(C=C1)F)F)C=1C(=NC=CC1)C(=O)N